4-phenyl-7H-pyrrolo[2,3-d]pyrimidine C1(=CC=CC=C1)C=1C2=C(N=CN1)NC=C2